5-[1-(5-amino-2-pyridyl)-3-ethyl-pyrazol-4-yl]-N-[3-chloro-4-[4-(1-methylpiperidine-4-carbonyl)piperazine-1-carbonyl]phenyl]-1-methyl-imidazole-2-carboxamide NC=1C=CC(=NC1)N1N=C(C(=C1)C1=CN=C(N1C)C(=O)NC1=CC(=C(C=C1)C(=O)N1CCN(CC1)C(=O)C1CCN(CC1)C)Cl)CC